O[C@@H](COCOC)[C@@H]1[C@@H]2CC[C@H](CN1)N2C(=O)OC(C)(C)C tert-butyl (1S,2S,5R)-2-((R)-1-hydroxy-2-(methoxymethoxy)ethyl)-3,8-diazabicyclo[3.2.1]octane-8-carboxylate